C1(CC1)NC(C1=CC(=C(C(=C1)C1=CC=2N(C=C1)C(=NN2)C2(CC2)C)C)F)=O N-cyclopropyl-3-fluoro-4-methyl-5-[3-(1-methylcyclopropyl)-[1,2,4]triazolo[4,3-a]pyridin-7-yl]benzamide